COC1=CC(=CC2=C1N(C=N2)C)C(=O)N 7-methoxy-1-methyl-benzimidazole-5-carboxamide